5-bromo-2-cyanophenyl 4,6-di-O-acetyl-3-azido-3-deoxy-2-O-methyl-1-thio-α-D-galactopyranoside C(C)(=O)O[C@@H]1[C@@H]([C@H]([C@@H](SC2=C(C=CC(=C2)Br)C#N)O[C@@H]1COC(C)=O)OC)N=[N+]=[N-]